4-bromobutoxy-tert-butyl-dimethyl-silane BrCCCCO[Si](C)(C)C(C)(C)C